tert-butyl 2-(5-bromothiophen-2-yl)morpholine-4-carboxylate BrC1=CC=C(S1)C1CN(CCO1)C(=O)OC(C)(C)C